6-((2,6-dimethylpyrimidin-4-yl)amino)-N-ethoxy-4-((5-fluoro-2-methoxy-3-(pyrimidin-2-yl)phenyl)amino)nicotinamide CC1=NC(=CC(=N1)NC1=NC=C(C(=O)NOCC)C(=C1)NC1=C(C(=CC(=C1)F)C1=NC=CC=N1)OC)C